COC(=O)C1=CC2=C(N(C=N2)CCS(=O)C)C(=C1)OC 1-(2-methanesulfinyl-ethyl)-7-methoxy-1H-1,3-benzodiazole-5-carboxylic acid methyl ester